FC1=CC2=C(N(C([C@H](CS2)NC(OC(C)(C)C)=O)=O)CC2=CC=C(C=C2)OC(F)(F)F)C=C1C1=NOC(=N1)C(C)(S(=O)(=O)C)C tert-butyl N-[(3R)-8-fluoro-7-[5-(1-methyl-1-methyl sulfonyl-ethyl)-1,2,4-oxadiazol-3-yl]-4-oxo-5-[[4-(trifluoromethoxy)phenyl]methyl]-2,3-dihydro-1,5-benzothiazepin-3-yl]carbamate